3-(6-cyclopropylimidazo[1,2-a]pyridin-2-yl)-N-(2-fluoro-3-methoxy-6-(1H-tetrazol-1-yl)benzyl)-2,3-dihydroimidazo[2,1-b]oxazole-6-carboxamide C1(CC1)C=1C=CC=2N(C1)C=C(N2)C2N1C(OC2)=NC(=C1)C(=O)NCC1=C(C(=CC=C1N1N=NN=C1)OC)F